C(=O)(O)CCCCCCCCC(=O)O[Zn]OC(CCCCCCCCC(=O)O)=O bis((9-carboxynonanoyl)oxy)zinc